trans-5-(2-(3-(3,4-Difluoro-1H-pyrrol-1-yl)-4,5-difluorophenyl)cyclopropyl)-2,2'-bipyrimidine FC1=CN(C=C1F)C=1C=C(C=C(C1F)F)[C@H]1[C@@H](C1)C=1C=NC(=NC1)C1=NC=CC=N1